(2R,4S)-2-(2-(chloromethyl)allyl)-4-fluoropyrrolidine-1,2-dicarboxylic acid 1-(tert-butyl) 2-methyl ester COC(=O)[C@@]1(N(C[C@H](C1)F)C(=O)OC(C)(C)C)CC(=C)CCl